4'-C-Methoxy-2'-deoxy-2'-fluorouridine CO[C@]1([C@H]([C@H]([C@@H](O1)N1C(=O)NC(=O)C=C1)F)O)CO